Methyl 6-(benzyloxy)-10-(3-chlorophenyl)-9-fluoro-[1,2,4]triazolo[5,1-a]isoquinoline-5-carboxylate C(C1=CC=CC=C1)OC1=C(N2C(C3=C(C(=CC=C13)F)C1=CC(=CC=C1)Cl)=NC=N2)C(=O)OC